CN1C=C(C(C2=CC=C(C=C12)N1CCN(CC1)C)=O)C=O 1-methyl-7-(4-methylpiperazin-1-yl)-4-oxo-1,4-dihydroquinoline-3-carbaldehyde